1-{6-[(1E)-3-(benzyloxy)prop-1-en-1-yl]pyrazolo[1,5-a]pyridin-3-yl}-1,3-diazinane-2,4-dione C(C1=CC=CC=C1)OC/C=C/C=1C=CC=2N(C1)N=CC2N2C(NC(CC2)=O)=O